C(C)OC([C@@H](OC1=NN(C(=C1)C=1C=NC(=CC1)F)C1=C(C=CC=C1)F)OCC)=O |r| (2RS)-ethoxy{[1-(2-fluorophenyl)-5-(6-fluoropyridin-3-yl)-1H-pyrazol-3-yl]oxy}acetic acid ethyl ester